1-(2,6-dichlorophenyl)-4-((2-(2-methyl-1H-imidazol-1-yl)thiazol-4-yl)amino)-1H-pyrazole-3-carboxamide ClC1=C(C(=CC=C1)Cl)N1N=C(C(=C1)NC=1N=C(SC1)N1C(=NC=C1)C)C(=O)N